OCCCCCN(CCCCCCCCN(C(CCCCCCCCCCC)=O)CCCCCCCCCCCC)CCCCCCCCN(C(CCCCCCCCCCC)=O)CCCCCCCCCCCC N,N'-(((5-hydroxypentyl)azanediyl)bis(octane-8,1-diyl))bis(N-dodecyldodecanamide)